OC(COC(N(CCC[Si](OC)(OC)OC)C1=CC=CC=C1)=O)COC(C(=C)C)=O 11-hydroxy-3,3-dimethoxy-8-oxo-7-phenyl-2,9-dioxa-7-aza-3-siladodecan-12-ylmethacrylate